N1C(OC2(C3=C1N=CC=C3)CCNCC2)=O spiro[piperidin-4,4'-pyrido[2,3-d][1,3]oxazin]-2'(1'H)-one